7-methyl-6H-isochromeno[3,4-c]pyridine-8-amine CC1=C(C=CC2=C1COC1=CN=CC=C12)N